ClC1=CN=CC(=N1)CN[C@@H](COC1=NC(=NC(=C1)C1=C(C=CC=C1C)C)NS(=O)(=O)C=1C=C(C(=O)O)C=CC1)CCC(C)(C)C 3-[[4-[(2R)-2-[(6-Chloropyrazin-2-yl)methylamino]-5,5-dimethyl-hexoxy]-6-(2,6-dimethylphenyl)pyrimidin-2-yl]sulfamoyl]benzoic acid